4-(5-trifluoromethyl-1,2,4-oxadiazol-3-yl)benzoyl chloride FC(C1=NC(=NO1)C1=CC=C(C(=O)Cl)C=C1)(F)F